(8-methoxy-2-(6-methoxypyridin-3-yl)-2,3-dihydrobenzo[b][1,4]dioxin-6-yl)methylamine COC1=CC(=CC2=C1OC(CO2)C=2C=NC(=CC2)OC)CN